5-methyl-6-isobutyl-1H-benzimidazole-1-carboxylic acid methyl ester COC(=O)N1C=NC2=C1C=C(C(=C2)C)CC(C)C